C(#N)CC1(CN(C1)C1CCN(CC1)C(=O)OCC1(CC1)C)N1N=CC(=C1)C=1C2=C(N=CN1)NC=C2 (1-methylcyclopropyl)methyl 4-{3-(cyanomethyl)-3-[4-(7H-pyrrolo[2,3-d]pyrimidin-4-yl)-1H-pyrazol-1-yl]azetidin-1-yl}piperidine-1-carboxylate